(3,3-dimethylpyrrolidin-1-yl)acetonitrile CC1(CN(CC1)CC#N)C